5-bromo-2-((1-(2-methoxyethyl)pyrrolidin-3-yl)oxy)-3-methylpyrazine BrC=1N=C(C(=NC1)OC1CN(CC1)CCOC)C